N-[(1S)-1-(dicyclopropylmethyl)-2-[[6-(difluoromethyl)-5-(3,5-dimethyl-1H-pyrazol-4-yl)-2-pyridyl]amino]-2-oxo-ethyl]-2-isopropyl-pyrazole-3-carboxamide C1(CC1)C([C@@H](C(=O)NC1=NC(=C(C=C1)C=1C(=NNC1C)C)C(F)F)NC(=O)C=1N(N=CC1)C(C)C)C1CC1